ClC1=CC(=C(C=C1)N1CCCN(S1(=O)=O)CC(=O)NC1C2CC3(CC(CC1C3)C2)C(=O)N)C(F)(F)F 4-(2-(6-(4-chloro-2-(trifluoromethyl)phenyl)-1,1-dioxido-1,2,6-thiadiazinan-2-yl)acetamido)adamantan-1-carboxamide